ClCCN1N=C(C=C1C(=O)OC)C1=CC=C(C=C1)F methyl 1-(2-chloroethyl)-3-(4-fluorophenyl)-1H-pyrazole-5-carboxylate